COC=1N=C2C(=CC=NC2=CC1OC)OC1=C(C=C(C=C1)NC(=O)C=1C(C(=CN2C1COCC2)C=2SC(=CC2)C)=O)F N-[4-[(6,7-Dimethoxy-1,5-naphthyridin-4-yl)oxy]-3-fluorophenyl]-7-(5-methylthiophen-2-yl)-8-oxo-3,4-dihydro-1H-pyrido[2,1-c][1,4]oxazine-9-carboxamide